CC1(C)CCCC(C)=C1\C=C\C(\C)=C/C=C/C(/C)=C/C=C/C=C(\C)/C=C/C=C(\C)/C=C/C1=C(C)CCCC1(C)C 9Z-beta-carotene